C(C)(=O)C(OC(C(O)C)=O)C[N+](C)(C)C acetyl-lactoyl-choline